CC=1N(C=CN1)[C@H](C)C1=CC=C(C=C1)NC(OC1=CC=CC=C1)=O |r| (rac)-Phenyl (R)-(4-(1-(2-methyl-1H-imidazol-1-yl)ethyl)phenyl)carbamate